COC1=C(C=C2C(=C1)C(=O)C(=CO2)C3=CC=C(C=C3)O)O[C@H]4[C@@H]([C@H]([C@@H]([C@H](O4)CO)O)O)O The molecule is a glycosyloxyisoflavone that is isoflavone substituted by a methoxy group at position 6, a hydroxy group at position 4' and a beta-D-glucopyranosyloxy group at position 7. It has a role as a plant metabolite. It is a methoxyisoflavone, a hydroxyisoflavone, a monosaccharide derivative and a 7-hydroxyisoflavones 7-O-beta-D-glucoside.